3-(2-hydroxybutan-2-yl)-N-(2-oxo-2-((4-(3-(pyridin-4-yl)phenyl)thiazol-2-yl)amino)ethyl)benzamide OC(C)(CC)C=1C=C(C(=O)NCC(NC=2SC=C(N2)C2=CC(=CC=C2)C2=CC=NC=C2)=O)C=CC1